(2R,3S)-5-(5,6-dimethylpyridin-3-yl)-9-fluoro-2,3-dimethyl-2,3-dihydrobenzo[f][1,4]oxazepine CC=1C=C(C=NC1C)C1=N[C@H]([C@H](OC2=C1C=CC=C2F)C)C